3-(3-chloro-4-fluorophenyl)-5-(2-(3-fluoropyrrolidin-1-yl)-2-oxoethyl)-7-(pyrrolidin-1-ylmethyl)thieno[3,2-c]pyridin-4(5H)-one ClC=1C=C(C=CC1F)C1=CSC2=C1C(N(C=C2CN2CCCC2)CC(=O)N2CC(CC2)F)=O